6-[5-(trans-3-Aminocyclobutyl)-2-oxo-oxazolidin-3-yl]-4H-pyrazino[2,3-b][1,4]oxazin-3-one N[C@@H]1C[C@H](C1)C1CN(C(O1)=O)C1=NC2=C(OCC(N2)=O)N=C1